methyl 3-(3-(2,5-difluoro-3-(imidazo[1,2-a]pyridine-3-carboxamido)-4-methylphenyl)-1,2,4-oxadiazol-5-yl)azetidine-1-carboxylate FC1=C(C=C(C(=C1NC(=O)C1=CN=C2N1C=CC=C2)C)F)C2=NOC(=N2)C2CN(C2)C(=O)OC